(1s,4s)-4-(5,5-dimethyl-5,6-dihydro-4H-pyrrolo[1,2-b]pyrazol-3-yl)pyridine CC1(CC=2N(N=CC2C2=CC=NC=C2)C1)C